(S)-N-(1-(4-(benzylthio)phenylamino)-1-oxo-3-phenylprop-2-yl)-4-fluoro-N-ethylbenzamide C(C1=CC=CC=C1)SC1=CC=C(C=C1)NC([C@H](CC1=CC=CC=C1)N(C(C1=CC=C(C=C1)F)=O)CC)=O